ClC=1C=C(NC2(CCC3(C(=CC4=CC=CC=C34)CC(CO)F)CC2)C(=O)OC)C=CC1 methyl (1r,4r)-4-(3-chloroanilino)-2'-(2-fluoro-3-hydroxypropyl)spiro[cyclohexane-1,1'-indene]-4-carboxylate